C(C)(C)(C)OC(=O)NC1CC2=CC=C(C=C2C1)C(=O)OC methyl 2-((tert-butoxycarbonyl) amino)-2,3-dihydro-1H-indene-5-carboxylate